COS(=O)(=O)[O-].C(CCCCCCCCCCCCCCC)[N+](CC)(CCC)CCCCCCCCCCCCCCCC DIPALMITYL-PROPYL-ETHYLAMMONIUM METHYLSULFATE